Benzyl (2R,5R)-5-methyl-3-oxo-2-({[(CIS)-4-phenylcyclohexyl]oxy}methyl)pyrrolidine-1-carboxylate C[C@@H]1CC([C@H](N1C(=O)OCC1=CC=CC=C1)CO[C@@H]1CC[C@@H](CC1)C1=CC=CC=C1)=O